1-(tert-butyl) 2-methyl (2S,4R)-4-isopropoxypyrrolidine-1,2-dicarboxylate C(C)(C)O[C@@H]1C[C@H](N(C1)C(=O)OC(C)(C)C)C(=O)OC